(S)-2-(5-(2-fluorophenyl)-4-(4-isobutyryl-2-methylpiperazin-1-yl)-7H-pyrrolo[2,3-d]pyrimidin-7-yl)-6-methylisonicotinonitrile FC1=C(C=CC=C1)C1=CN(C=2N=CN=C(C21)N2[C@H](CN(CC2)C(C(C)C)=O)C)C=2C=C(C#N)C=C(N2)C